C1(=CC=CC2=CC=CC=C12)N1N=C(CC1=O)C (2Z)-1-(naphthalene-1-yl)-3-methyl-5-oxo-1,5-dihydro-4H-pyrazol